tert-butyl 2-{[3-chloro-4-(4,4,5,5-tetramethyl-1,3,2-dioxaborolan-2-yl)phenyl]methyl}morpholine-4-carboxylate ClC=1C=C(C=CC1B1OC(C(O1)(C)C)(C)C)CC1CN(CCO1)C(=O)OC(C)(C)C